3,5-diaminobenzoylpiperazine NC=1C=C(C(=O)N2CCNCC2)C=C(C1)N